(2-(2-amino-3,3-dimethylbutyl)-7-(benzyloxy)-2H-indazol-3-yl)methanol benzyl-(2S)-3-[[(2R)-2-aminopropanoyl]amino]-2-(9H-fluoren-9-ylmethoxycarbonylamino)propanoate hydrochloride Cl.C(C1=CC=CC=C1)[C@@](C(=O)OCC=1N(N=C2C(=CC=CC12)OCC1=CC=CC=C1)CC(C(C)(C)C)N)(CNC([C@@H](C)N)=O)NC(=O)OCC1C2=CC=CC=C2C=2C=CC=CC12